NC1=NN(C(=C1)C1=CC(=C(C#N)C=C1)F)C=1C=C2C=NN(C2=CC1)C(C)C 4-(3-amino-1-(1-isopropyl-1H-indazol-5-yl)-1H-pyrazol-5-yl)-2-fluorobenzonitrile